(S)-N-(4-(3-((2-ethylphenethyl)amino)-2-hydroxypropoxy)phenyl)-N-methylmethanesulfonamide C(C)C1=C(CCNC[C@@H](COC2=CC=C(C=C2)N(S(=O)(=O)C)C)O)C=CC=C1